N1=CN=C(C2=C1NC=C2)N2CC[C@H]1[C@@H]2CN(CC1)C(C=C)=O ((3aR,7aR)-1-(7H-Pyrrolo[2,3-d]pyrimidin-4-yl)hexahydro-1H-pyrrolo[2,3-c]pyridin-6(2H)-yl)prop-2-en-1-one